C[C@@H]1CN(CCC1)CC=1C=2N(N=C(C1)C(=O)O)C(=NC2)C(F)(F)F (S)-4-((3-methylpiperidin-1-yl)methyl)-7-(trifluoromethyl)imidazo[1,5-b]pyridazine-2-carboxylic acid